FC=1C=C(C=NC1N1CCN(CC1)S(=O)(=O)C)C1=NNC2=CC=CC=C12 3-[5-fluoro-6-(4-methylsulfonyl-piperazin-1-yl)-3-pyridinyl]-1H-indazole